C(N)(=O)[C@H]1CN(CCC1)C=1C=C(C=CC1)CC(C(=O)[O-])(C)C (R)-3-(3-(3-carbamoylpiperidin-1-yl) phenyl)-2,2-dimethylpropionate